BrC=1C=C(C=CC1)[C@@H](COC)N (S)-1-(3-bromophenyl)-2-methoxyethan-1-amine